ClC=1C(=C(C(C(=O)O)=CC1Cl)C(=O)O)[N+](=O)[O-] 4,5-dichloro-3-nitrophthalic acid